NC1=NC=CC2=C1C(=NN2[C@@H]2CN(CC2)C(C=C)=O)C#CC2=C(C(=NC(=C2F)OC)OC)F (S)-1-(3-(4-amino-3-((3,5-difluoro-2,6-dimethoxypyridin-4-yl)ethynyl)-1H-pyrazolo[4,3-c]pyridin-1-yl)pyrrolidin-1-yl)prop-2-en-1-one